N1-(2-aminoethyl)-N2-dodecylethane-1,2-diamine NCCNCCNCCCCCCCCCCCC